4-chloro-5-cyclopropyl-2-acetamidothiophene-3-carboxylic acid ClC=1C(=C(SC1C1CC1)NC(C)=O)C(=O)O